2-(3-fluoro-4-nitro-phenyl)propionitrile FC=1C=C(C=CC1[N+](=O)[O-])C(C#N)C